7-bromo-5-fluoro-1H-indazole BrC=1C=C(C=C2C=NNC12)F